2-amino-N-((1r,4s)-4-hydroxycyclohexyl)-5-(4-((1s,5r)-3-(3-morpholinopropyl)-3-azabicyclo[3.1.0]hex-1-yl)phenyl)nicotinamide NC1=C(C(=O)NC2CCC(CC2)O)C=C(C=N1)C1=CC=C(C=C1)[C@]12CN(C[C@@H]2C1)CCCN1CCOCC1